C(#N)C=1C=NC(=NC1)N1CCC(CC1)N1C2=C(N(C(C1=O)=O)C)C=C(C=N2)NC(C)=O N-(4-(1-(5-cyanopyrimidin-2-yl)piperidin-4-yl)-1-methyl-2,3-dioxo-1,2,3,4-Tetrahydropyrido[2,3-b]pyrazin-7-yl)acetamide